O[C@@H]1[C@@H](CCC1)NC(=O)C=1C(N(N=C(C1)C1=CC=C(C=C1)C(F)(F)F)C=1C=NN(C1)C)=O N-[(1R,2S)-2-Hydroxycyclopentyl]-2-(1-methyl-1H-pyrazol-4-yl)-3-oxo-6-[4-(trifluoromethyl)phenyl]-2,3-dihydropyridazine-4-carboxamide